ethyl (R)-2-((1R,5S,6s)-3-benzyl-3-azabicyclo[3.1.0]hexan-6-yl)propionate C(C1=CC=CC=C1)N1C[C@@H]2C([C@@H]2C1)[C@H](C(=O)OCC)C